2-(6-amino-2-methylpyridin-3-yl)isoindol-1-one NC1=CC=C(C(=N1)C)N1C(C2=CC=CC=C2C1)=O